FC=1C=C(C=CC1OC(F)(F)F)COC1CN(C1)C(=O)N1C[C@@H]2[C@@H](OCC(N2)=O)CC1 (4aR,8aS)-6-[3-[[3-fluoro-4-(trifluoromethoxy)phenyl]methoxy]azetidine-1-carbonyl]-4,4a,5,7,8,8a-hexahydropyrido[4,3-b][1,4]oxazin-3-one